N1=C(C=CC=2CNCCC12)NC(=O)C1=C(C(=O)O)C=C(C=C1)C(F)(F)F 2-[(5,6,7,8-tetrahydro-1,6-naphthyridin-2-yl)carbamoyl]-5-(trifluoromethyl)benzoic acid